7-fluoro-4-(pyrimidin-2-yl)-5-(trifluoromethyl)indolin-2-one FC=1C=C(C(=C2CC(NC12)=O)C1=NC=CC=N1)C(F)(F)F